[1-(hydroxyacetyl)azetidin-3-yl]methoxyl-1,2,5-oxadiazole-3-carboximidamide OCC(=O)N1CC(C1)COC=1C(=NON1)C(N)=N